C(#N)C1=CC(=C(COC2=C(C=CC(=N2)C2=CC(=C(CC3=NC=4C(=NC(=CC4)C(=O)O)N3C[C@H]3OCC3)C=C2)F)F)C=C1)F (S)-2-(4-(6-(4-cyano-2-fluorobenzyloxy)-5-fluoropyridin-2-yl)-2-fluorobenzyl)-3-(oxetan-2-ylmethyl)-3H-imidazo[4,5-b]pyridine-5-carboxylic acid